BrC(C)C1=NN(C=2N(C(C=3C=C(C=CC3C21)C)=O)C([2H])([2H])[2H])[C@@H]2COCC2 (1-bromoethyl)-7-methyl-4-(methyl-d3)-3-((S)-tetrahydrofuran-3-yl)-3,4-dihydro-5H-pyrazolo[3,4-c]isoquinolin-5-one